C(C1=CC=CC=C1)OC(=O)N1CC(C(C1)CC)C(=O)O (benzyloxycarbonyl)-4-ethyl-pyrrolidine-3-carboxylic acid